2,2'-azobisisobutyronitrile sodium [Na].N(=NC(C#N)(C)C)C(C#N)(C)C